4-((1-(quinolin-7-yl)-1H-indol-4-yl)methyl)morpholine hydrochloride Cl.N1=CC=CC2=CC=C(C=C12)N1C=CC2=C(C=CC=C12)CN1CCOCC1